1,4-dibromo-2,5-bis((2-ethylhexyl)oxy)benzene methyl-2-amino-3-(but-2-en-1-yl)-3,4-dihydro-5-oxa-1,2a-diazaacenaphthylene-7-carboxylate COC(=O)C=1C=C2OCC(N3C(=NC(C1)=C32)N)CC=CC.BrC3=C(C=C(C(=C3)OCC(CCCC)CC)Br)OCC(CCCC)CC